[2H]C(C(F)F)(OC1=CC=2[C@@]34[C@@H]([C@H](CC2C=C1)N(CC4)C)CCCC3)[2H] (1S,9S,10S)-4-(1,1-dideuterio-2,2-difluoroethoxy)-17-methyl-17-azatetracyclo[7.5.3.01,10.02,7]heptadeca-2(7),3,5-triene